C1(=CC=C(C=C1)CNC1=C2N=CN(C2=NC(=N1)N1C[C@H](NCC1)C)C(C)C)C1=CC=CC=C1 (R)-N-([1,1'-biphenyl]-4-ylmethyl)-9-isopropyl-2-(3-methylpiperazin-1-yl)-9H-purin-6-amine